N-((6-((3R,5S)-3,5-dimethylpiperazin-1-yl)pyridin-2-yl)methyl)-3-(3-fluoropyridin-4-yl)-2-methyl-1H-pyrrolo[2,3-b]pyridin-4-amine C[C@@H]1CN(C[C@@H](N1)C)C1=CC=CC(=N1)CNC=1C2=C(N=CC1)NC(=C2C2=C(C=NC=C2)F)C